tert-butyl 2-[1-(6-bromopyridin-3-yl)ethyl]-5,5-difluoro-2,7-diazaspiro[3.5]nonane-7-carboxylate BrC1=CC=C(C=N1)C(C)N1CC2(C1)C(CN(CC2)C(=O)OC(C)(C)C)(F)F